N-(3-(5-(2,6-dimethyl-morpholinyl)-1H-pyrrolo[2,3-b]pyridine-3-carbonyl)-2,4-difluorophenyl)propane-1-sulfonamide CC1CN(CC(O1)C)C=1C=C2C(=NC1)NC=C2C(=O)C=2C(=C(C=CC2F)NS(=O)(=O)CCC)F